(3-((4-(hydroxymethyl)-3-nitrobenzyl) amino)-3-oxopropyl) disulfide OCC1=C(C=C(CNC(CCSSCCC(NCC2=CC(=C(C=C2)CO)[N+](=O)[O-])=O)=O)C=C1)[N+](=O)[O-]